C(C1=CC=CC=C1)C1C(NC(C(N1)=O)C(C)C)=O 3-Benzyl-6-isopropylpiperazin-2,5-dion